C(C)(C)(C)OC(=O)NCCNC([C@H](CCC(=O)OCC1=CC=CC=C1)NC(CCCCCCCCCCCCCCCC)=O)=O (S)-benzyl 5-({2-[(tert-butoxycarbonyl)amino]ethyl}amino)-4-heptadecanamido-5-oxopentanoate